ClC=1C(=C(C(=CC1)NC1=C(C(C1=O)=O)NC(CC)CC)[O-])S(N(C)OC)(=O)=O.OCC[N+](C)(C)C 2-Hydroxy-N,N,N-trimethylethan-1-aminium 3-chloro-6-({3,4-dioxo-2-[(pentan-3-yl)amino]cyclobut-1-en-1-yl}amino)-2-(N-methoxy-N-methylsulfamoyl)phenolate